1-((2-(bis(2-bromoethyl)amino)-5-nitrophenyl)sulfonyl)piperidin-4-amine BrCCN(C1=C(C=C(C=C1)[N+](=O)[O-])S(=O)(=O)N1CCC(CC1)N)CCBr